5-(5-Chloro-2-{[3-(trifluoromethyl)-3,4-dihydroisoquinolin-2(1H)-yl]carbonyl}phenyl)-N-(5-cyano-1,2-dimethyl-1H-pyrrol-3-yl)-N-(4-hydroxyphenyl)-1,2-dimethyl-1H-pyrrole-3-carboxamide ClC=1C=CC(=C(C1)C1=CC(=C(N1C)C)C(=O)N(C1=CC=C(C=C1)O)C1=C(N(C(=C1)C#N)C)C)C(=O)N1CC2=CC=CC=C2CC1C(F)(F)F